4-bromo-6-((1-methyl-1H-pyrazol-4-yl)amino)pyrazolo[1,5-a]pyridine-3-carbonitrile BrC=1C=2N(C=C(C1)NC=1C=NN(C1)C)N=CC2C#N